Tert-Butyl 6-[2-(hydroxyamino)-2-imino-ethyl]-2-azaspiro[3.3]heptane-2-carboxylate ONC(CC1CC2(CN(C2)C(=O)OC(C)(C)C)C1)=N